CC1=CC=C(C=C1)S(=O)(=O)[O-].[Pd+2].C(C)#N.C(C)#N.CC1=CC=C(C=C1)S(=O)(=O)[O-] bis(acetonitrile) palladium (II) p-toluenesulfonate